N-(3-(2-((4-(4-(2-((2-(2,6-dioxopiperidin-3-yl)-1,3-dioxoisoindolin-4-yl)oxy)ethyl)piperidin-1-yl)phenyl)amino)pyrrolo[2,1-f][1,2,4]triazin-7-yl)phenyl)methanesulfonamide O=C1NC(CCC1N1C(C2=CC=CC(=C2C1=O)OCCC1CCN(CC1)C1=CC=C(C=C1)NC1=NN2C(C=N1)=CC=C2C=2C=C(C=CC2)NS(=O)(=O)C)=O)=O